C(C)OC(=O)C1(NC(CC1)=O)CC(=C)CCl.CC(C)(C)S(=O)N=CC1=CC=CC2=CC=CC=C12 2-Methyl-N-(naphthalen-1-ylmethylene)propane-2-sulfinamide ethyl-2-(2-(chloromethyl)allyl)-5-oxopyrrolidine-2-carboxylate